2-[1-(trifluoromethyl)cyclopropyl]Ethanol tert-butyl-(2S)-4-(2,2-dimethyl-4,6-dioxo-1,3-dioxane-5-carbonyl)-2-methylpiperidine-1-carboxylate C(C)(C)(C)[C@]1(N(CCC(C1)C(=O)C1C(OC(OC1=O)(C)C)=O)C(=O)OCCC1(CC1)C(F)(F)F)C